dimethyl-(octyl)phosphonium tetrakis(pentafluorophenyl)borate [1,4]oxazine-3(4H)-carboxylate O1C=C(NC=C1)C(=O)[O-].FC1=C(C(=C(C(=C1[B-](C1=C(C(=C(C(=C1F)F)F)F)F)(C1=C(C(=C(C(=C1F)F)F)F)F)C1=C(C(=C(C(=C1F)F)F)F)F)F)F)F)F.C[PH+](CCCCCCCC)C.C[PH+](C)CCCCCCCC